(2R,4R)-6-chloro-4-hydroxy-N-[(1RS,2SR,4RS,5SR)-5-{[cis-3-(trifluoromethoxy)cyclobutyl]carbamoyl}-7-oxabicyclo[2.2.1]heptan-2-yl]-3,4-dihydro-2H-1-benzopyran-2-carboxamide ClC=1C=CC2=C([C@@H](C[C@@H](O2)C(=O)N[C@@H]2[C@H]3C[C@@H]([C@@H](C2)O3)C(N[C@@H]3C[C@@H](C3)OC(F)(F)F)=O)O)C1 |&1:13,14,16,17|